1-benzyl-4,4-difluoropiperidin C(C1=CC=CC=C1)N1CCC(CC1)(F)F